C=CCCCCC alpha-Hepten